(S)-4-((1-(2,4'-difluoro-3'-methyl-[1,1'-biphenyl]-4-yl)ethyl)amino)-6-ethyl-5H-pyrrolo[3,4-d]pyrimidin-7(6H)-one FC1=C(C=CC(=C1)[C@H](C)NC=1C2=C(N=CN1)C(N(C2)CC)=O)C2=CC(=C(C=C2)F)C